C(C)(C)(C)OC(=O)N(C1=CC(=NC=2N1N=CC2C2CC2)C2CN(C2)C(=O)OC(C)(C)C)CC2=CC=C(C=C2)C2=NC=CC=C2 tert-butyl 3-(7-((tert-butoxycarbonyl)(4-(pyridin-2-yl)benzyl)amino)-3-cyclopropylpyrazolo[1,5-a]pyrimidin-5-yl)azetidine-1-carboxylate